(3-{1-[(3S)-2,6-dioxo-1-{[2-(trimethylsilyl)ethoxy]methyl}piperidin-3-yl]-3-methyl-2-oxo-1,3-benzodiazol-5-yl}cyclobutyl)methyl 4-methylbenzenesulfonate CC1=CC=C(C=C1)S(=O)(=O)OCC1CC(C1)C1=CC2=C(N(C(N2C)=O)[C@@H]2C(N(C(CC2)=O)COCC[Si](C)(C)C)=O)C=C1